1,4-dioxane-2,5-dione O1C(COC(C1)=O)=O